methyl 3-[[4-[(3S)-3-(tert-butoxycarbonylamino)-5-methyl-hexyl]-6-(2,6-dimethylphenyl)-2-pyridyl]sulfamoyl]benzoate C(C)(C)(C)OC(=O)N[C@@H](CCC1=CC(=NC(=C1)C1=C(C=CC=C1C)C)NS(=O)(=O)C=1C=C(C(=O)OC)C=CC1)CC(C)C